C(C=C)(=O)N1CC(CC1)C1=C2C(=C(NC2=C(C=C1F)C(=O)N)C(F)(F)F)C 4-(1-acryloylpyrrolidin-3-yl)-5-fluoro-3-methyl-2-(trifluoromethyl)-1H-indole-7-carboxamide